2,4,5,6-tetrakis(9-carbazolyl)-benzonitrile C1=CC=CC=2C3=CC=CC=C3N(C12)C1=C(C#N)C(=C(C(=C1)N1C2=CC=CC=C2C=2C=CC=CC12)N1C2=CC=CC=C2C=2C=CC=CC12)N1C2=CC=CC=C2C=2C=CC=CC12